COC1=CC=CC=2N=C(OCC21)C 5-methoxy-2-methyl-4H-benzo[d][1,3]oxazine